1,3,6,8-Tetrakis-(4-trifluoromethylphenyl)-2-hydroxypyrene FC(C1=CC=C(C=C1)C1=C(C(=C2C=CC3=C(C=C(C4=CC=C1C2=C34)C3=CC=C(C=C3)C(F)(F)F)C3=CC=C(C=C3)C(F)(F)F)C3=CC=C(C=C3)C(F)(F)F)O)(F)F